7-amino-6-(5-hydroxy-2-methyl-phenyl)quinoline-8-carboxamide NC1=C(C=C2C=CC=NC2=C1C(=O)N)C1=C(C=CC(=C1)O)C